dichloro(ethoxy)phosphine ClP(OCC)Cl